ClC1=C(CSC=2NC(C(=C(N2)C2=CC(=C(C(=C2)OC)OC)O)C#N)=O)C=CC=C1 2-((2-chlorobenzyl)thio)-4-(3-hydroxy-4,5-dimethoxyphenyl)-6-oxo-1,6-dihydropyrimidine-5-carbonitrile